NC1=NC=2C=C(C(=CC2C2=C1C=NN2C)C(=O)N(C2COCC1=NC(=CC=C12)C(F)(F)F)C)C(C)OC 4-amino-7-(1-methoxyethyl)-N,1-dimethyl-N-(2-(trifluoromethyl)-5,8-dihydro-6H-pyrano[3,4-b]pyridin-5-yl)-1H-pyrazolo[4,3-c]quinoline-8-carboxamide